NC1=NC=2C=CC(=CC2C2=C1COC2)C(=O)N([C@@H]2COC1=C2C=CC(=C1)S(F)(F)(F)(F)F)C 4-amino-N-methyl-N-((3S)-6-(penta-fluoro-lambda~6~-sulfanyl)-2,3-dihydro-1-benzo-furan-3-yl)-1,3-dihydrofuro[3,4-c]-quinoline-8-carboxamide